C1(=CC=CC=C1)N1C(=NC(=C1)C(=O)N1CC(NC(C1)(C)C)=O)C1=CC=CC=C1 4-(1,2-diphenyl-1H-imidazole-4-carbonyl)-6,6-dimethylpiperazin-2-one